1-[2-(2-chlorophenyl)-3-(4-chlorophenyl)-5-[[2-(dimethylamino)-2-oxo-ethyl]-methyl-amino]-pyrazolo[1,5-a]pyrimidin-7-yl]-4-methyl-piperidine-4-carboxamide ClC1=C(C=CC=C1)C1=NN2C(N=C(C=C2N2CCC(CC2)(C(=O)N)C)N(C)CC(=O)N(C)C)=C1C1=CC=C(C=C1)Cl